CC(C(=O)OCOC1=CC(=CC(=C1C1C(CCC(=C1)C)C(=C)C)OCOC(C(C)(C)C)=O)CCC)(C)C ((5'-methyl-2'-(prop-1-en-2-yl)-4-propyl-1',2',3',4'-tetrahydro-[1,1'-biphenyl]-2,6-diyl)bis(oxy))bis(methylene) bis(2,2-dimethylpropanoate)